NC1=CC(N(C2=CC(=CC=C12)C(F)(F)F)C1=CC=C(C=C1)C1=CN=CO1)=O 4-Amino-1-(4-(1,3-oxazol-5-yl)phenyl)-2-oxo-7-(trifluoromethyl)-1,2-dihydroquinoline